CN(C)CC1(CN(CCC1)C=1C=CC=NC1)OC 5-(3-((dimethylamino)methyl)-3-methoxypiperidin-1-yl)pyridine